tert-butyl 4-((4-((2-(2,6-dioxopiperidin-3-yl)-1-oxoisoindolin-5-yl)oxy)piperidin-1-yl)methyl)piperidine-1-carboxylate O=C1NC(CCC1N1C(C2=CC=C(C=C2C1)OC1CCN(CC1)CC1CCN(CC1)C(=O)OC(C)(C)C)=O)=O